N-[(2S)-1-amino-3-hydroxy-1-oxopropan-2-yl]-6-(4-chlorophenyl)-2-(3-fluorophenyl)-3-oxo-2,3-dihydropyridazine-4-carboxamide NC([C@H](CO)NC(=O)C=1C(N(N=C(C1)C1=CC=C(C=C1)Cl)C1=CC(=CC=C1)F)=O)=O